C1=CC=CC=2C3=CC=CC=C3N(C12)C1=C(C#N)C(=C(C(=C1N1C2=CC=CC=C2C=2C=CC=CC12)N1C2=CC=CC=C2C=2C=CC=CC12)C1=CC(=NC(=C1)C1=CC=CC=C1)C1=CC=CC=C1)N1C2=CC=CC=C2C=2C=CC=CC12 2,3,4,6-tetra(9H-carbazol-9-yl)-5-(2,6-diphenylpyridin-4-yl)benzonitrile